FC(CN1C2=C(C=3C=CC(=CC13)C=1C=CC(=NC1)CCCO)C=NC=C2)(F)F 3-(5-(5-(2,2,2-trifluoroethyl)-5H-pyrido[4,3-b]indol-7-yl)pyridin-2-yl)propan-1-ol